heptacosenoic acid CCCCCCCCCCCCCCCCCCCCCCCC/C=C/C(=O)O